3-hydroxypropynate OC#CC(=O)[O-]